2,2'-Diisopropyl-4,5-bis(2-methoxyphenyl)-4',5'-bis(4-methoxyphenyl)-1,1',3,3'-tetramethyl-2,2',3,3'-tetrahydro-2,2'-biimidazol C(C)(C)C1(N(C(=C(N1C)C1=C(C=CC=C1)OC)C1=C(C=CC=C1)OC)C)C1(N(C(=C(N1C)C1=CC=C(C=C1)OC)C1=CC=C(C=C1)OC)C)C(C)C